CN(C(/C=C/CC[C@@H](C(=O)NC=1C(N(C=CC1)CC=1N(C2=C(C=CC=C2C1)CC(C)C)C(=O)OC(C)(C)C)=O)OC(NC)=O)=O)C tert-butyl (S,E)-2-((3-(7-(dimethylamino)-2-((methylcarbamoyl)oxy)-7-oxohept-5-enamido)-2-oxopyridin-1(2H)-yl)methyl)-7-isobutyl-1H-indole-1-carboxylate